2-([1,1':4',1''-terphenyl]-4-yl)-4-chloro-6-phenyl-1,3,5-triazine C1(=CC=C(C=C1)C1=NC(=NC(=N1)Cl)C1=CC=CC=C1)C1=CC=C(C=C1)C1=CC=CC=C1